N-(6-amino-5-(trifluoromethyl)pyridin-3-yl)-2-(2-(4-fluorophenyl)-5-methylpiperidin-1-yl)-2-oxoacetamide NC1=C(C=C(C=N1)NC(C(=O)N1C(CCC(C1)C)C1=CC=C(C=C1)F)=O)C(F)(F)F